BrC1=CC=C2C(=NC(=NC2=C1F)OCC12CCCN2C(CC1)CO)N1C[C@H]2CC[C@@H](C1)N2C(=O)OC(C)(C)C Tert-butyl (1R,5S)-3-(7-bromo-8-fluoro-2-((3-(hydroxymethyl) tetrahydro-1H-pyrrolizin-7a(5H)-yl) methoxy) quinazolin-4-yl)-3,8-diazabicyclo[3.2.1]octane-8-carboxylate